Methyl 3-(3-(4-(2-aminoethoxy)phenoxy)azetidin-1-yl)-2-(1H-pyrrol-1-yl)benzoate NCCOC1=CC=C(OC2CN(C2)C=2C(=C(C(=O)OC)C=CC2)N2C=CC=C2)C=C1